C(C1=CC=CC=C1)OC(=O)[C@](N(C(=O)OCC1=CC=CC=C1)C(=O)OCC1=CC=CC=C1)(CCCNC(N)=N)C(=O)O tris(benzyloxycarbonyl)-L-arginine